CN1N=C2C=CC(=CC2=C1C(=O)NC1C(NCC1)=O)OCC1=CC=NN1C 2-methyl-5-[(1-methyl-1H-pyrazol-5-yl)methoxy]-N-(2-oxopyrrolidin-3-yl)-2H-indazole-3-carboxamide